N4-(6-chloroquinolin-3-yl)-N2-(2-((dimethylamino)methyl)-2,3-dihydrobenzo[b][1,4]dioxin-6-yl)pyrimidine-2,4-diamine ClC=1C=C2C=C(C=NC2=CC1)NC1=NC(=NC=C1)NC1=CC2=C(OC(CO2)CN(C)C)C=C1